8-chloro-3-(1-(5-chloro-2-ethoxy-4-methyl-3-(5-(trifluoromethyl)pyridin-3-yl)phenyl)ethyl)imidazo[1,5-a]Pyrazine ClC=1C=2N(C=CN1)C(=NC2)C(C)C2=C(C(=C(C(=C2)Cl)C)C=2C=NC=C(C2)C(F)(F)F)OCC